(S)-4-(3-amino-2-(dimethylamino)propyl)-3,5-dimethylbenzamide NC[C@H](CC1=C(C=C(C(=O)N)C=C1C)C)N(C)C